NC=1C=C(C2=C(C=C(O2)C)C1NC1=CC=C(C=C1)Br)C(=O)N 5-amino-4-((4-bromophenyl)amino)-2-methylbenzofuran-7-carboxamide